diethyl 2-(((4-chloro-3-fluorophenyl)amino)methylene)malonate ClC1=C(C=C(C=C1)NC=C(C(=O)OCC)C(=O)OCC)F